(n-propylcyclopentadienyl)tris(ethylmethylamino)titanium C(CC)C1(C=CC=C1)[Ti](N(CC)C)(N(CC)C)N(C)CC